alpha-butyl-alpha-(4-chlorophenyl)-1H-1,2,4-triazole-1-propionitrile C(CCC)C(C#N)(CN1N=CN=C1)C1=CC=C(C=C1)Cl